tert-butyl 4-{4-[2-fluoro-3-(propane-1-sulfonamido)phenyl]-3-(morpholin-4-yl)pyrazol-1-yl}piperidine-1-carboxylate FC1=C(C=CC=C1NS(=O)(=O)CCC)C=1C(=NN(C1)C1CCN(CC1)C(=O)OC(C)(C)C)N1CCOCC1